FC1=C(C(=CC=C1)OCCCCO)N1N=C2C(=CC1=O)N(N=C2C2=CC(=C(C=C2)N2C[C@@H]1COCCN1CC2)O)C(C2=CC=CC=C2)(C2=CC=CC=C2)C2=CC=CC=C2 5-(2-fluoro-6-(4-hydroxybutoxy)phenyl)-3-(4-((R)-hexahydropyrazino[2,1-c][1,4]oxazin-8(1H)-yl)-3-hydroxyphenyl)-1-trityl-1H-pyrazolo[4,3-c]pyridazin-6(5H)-one